CS(=O)(=O)CCCOC=1C=CC2=C(N=CNC2=O)N1 7-(3-methanesulfonylpropoxy)-4-oxo-3H,4H-pyrido[2,3-d]pyrimidin